1,2-Difluoro-1-vinylethylene carbonate C1(OC(C(F)O1)(C=C)F)=O